2-ethynyl-2-methylpyrrolidine-1-carboxylic acid tert-butyl ester C(C)(C)(C)OC(=O)N1C(CCC1)(C)C#C